N,N-dimethyl-(2,4,6-trimethylanilinium) tetraphenyl-borate C1(=CC=CC=C1)[B-](C1=CC=CC=C1)(C1=CC=CC=C1)C1=CC=CC=C1.C[NH+](C1=C(C=C(C=C1C)C)C)C